C(C)(C)(C)[Si](OC=1C(=CC2=CN(N=C2C1)C)N)(C)C 6-[tert-butyl-(dimethyl)silyl]oxy-2-methyl-indazol-5-amine